O[C@]1(C[C@H]2CC[C@H]3[C@@H]4CCC[C@@H]([C@]4(CCC3[C@H]2CC1)C)[C@@H](C)NC1=CC=C(C#N)C=C1)C 4-(((1R)-1-((1S,4aS,4bR,6aR,8R,10aS,12aS)-8-hydroxy-8,12a-dimethyloctadecahydrochrysen-1-yl)ethyl)amino)benzonitrile